(1S,3S)-3-((2-methyl-6-(1-methyl-5-(((methyl((1-methylcyclopropyl)methyl)carbamoyl)oxy)methyl)-1H-1,2,3-triazol-4-yl)pyridin-3-yl)oxy)cyclohexane-1-carboxylic acid CC1=NC(=CC=C1O[C@@H]1C[C@H](CCC1)C(=O)O)C=1N=NN(C1COC(N(CC1(CC1)C)C)=O)C